ClC=1C=C(C=CC1)CCN1CC(N(CC1C)C(=O)OC(C)(C)C)CO tert-butyl 4-(3-chlorophenyl-ethyl)-2-(hydroxymethyl)-5-methylpiperazine-1-carboxylate